(S)-5-(5-(cyclopropylamino)-2-azaspiro[3.3]heptan-2-yl)-N-(6-methoxy-2-methyl-2H-indazol-5-yl)pyrazine-2-carboxamide C1(CC1)N[C@@H]1C2(CN(C2)C=2N=CC(=NC2)C(=O)NC2=CC3=CN(N=C3C=C2OC)C)CC1